N-(3-Chloro-4-(trifluoromethyl)phenyl)-6-methyl-3,4-dihydroisoquinoline ClC=1C=C(C=CC1C(F)(F)F)N1CC2=CC=C(C=C2CC1)C